dodecyl acrylate heptadecyl-methacrylate C(CCCCCCCCCCCCCCCC)OC(C(=C)C)=O.C(C=C)(=O)OCCCCCCCCCCCC